C(CCCCCCC\C=C/C\C=C/CCCCC)C1OCC(O1)CCN (9Z,12Z)-9,12-octadecadien-1-yl-1,3-dioxolane-4-ethanamine